C1(CCCC1)OC1=CC(=NC(=C1)S(=O)(=O)C)NC1=CC(=NC=C1C1=NN(C=C1)CC)NC(C)=O N-(4-((4-(cyclopentyloxy)-6-(methylsulfonyl)pyridin-2-yl)amino)-5-(1-ethyl-1H-pyrazol-3-yl)pyridin-2-yl)acetamide